2-(4-fluorophenyl)-2-(1-(pyrrolidine-1-carbonyl)piperidin-4-ylidene)acetonitrile FC1=CC=C(C=C1)C(C#N)=C1CCN(CC1)C(=O)N1CCCC1